O[C@@]1(CCC=C1C(=O)[C@@]1(C([C@H](CC1)C(C)C)=C)C)COC ((R)-5-hydroxy-5-(methoxymethyl)cyclopent-1-en-1-yl)((1S,3R)-3-isopropyl-1-methyl-2-methylenecyclopentyl)methanone